C(#N)C1=C(C=C(C=C1)C)[C@H]1C[C@H](C1)NC(=O)C=1N=NN(C1)[C@@H](C)C=1C=NC(=C(C1C)F)N1C([C@@H]2C[C@@H]2C1)=O |o1:21| N-((cis)-3-(2-cyano-5-methylphenyl)cyclobutyl)-1-((S or R)-1-(5-fluoro-4-methyl-6-((1R,5S)-2-oxo-3-azabicyclo[3.1.0]hexan-3-yl)pyridin-3-yl)ethyl)-1H-1,2,3-triazole-4-carboxamide